2-bromo-6,9,9-trimethyl-9,10-dihydroacridine BrC1=CC=2C(C3=CC=C(C=C3NC2C=C1)C)(C)C